C1(=CC=CC=C1)C1=CC(OC=C1C1=CC=CC=C1)=O 4,5-diphenyl-2-pyrone